7-chloro-4-(1-tetrahydropyran-2-ylpyrazol-4-yl)-1,3-benzothiazole ClC1=CC=C(C=2N=CSC21)C=2C=NN(C2)C2OCCCC2